C(C)N=C=NCCCN(C)C N-ethyl-N'-dimethylaminopropylcarbodiimide